4-((2-((cyclopentyloxy)methyl)-3'-ethoxy-2'-methyl-[1,1'-biphenyl]-4-yl)amino)tetrahydro-2H-pyran-4-carboxylic acid C1(CCCC1)OCC1=C(C=CC(=C1)NC1(CCOCC1)C(=O)O)C1=C(C(=CC=C1)OCC)C